8-(3,5-dichlorophenyl)-N-[(4S)-3,4-dihydro-2H-1-benzopyran-4-yl]-4-(dimethylamino)-7-methoxy-1,5-naphthyridine-3-carboxamide ClC=1C=C(C=C(C1)Cl)C=1C(=CN=C2C(=C(C=NC12)C(=O)N[C@H]1CCOC2=C1C=CC=C2)N(C)C)OC